bromoundecanol CCCCCCCCCCC(O)Br